BrC=1C=C2C(=NNC2=C(C1)C(C)C)C(=O)O 5-bromo-7-isopropyl-1H-indazole-3-carboxylic acid